BrC1=CC=C(C(=N1)N(CC(=O)OCC)[C@@H]1CC[C@H](CC1)N(C1=C(C=CC=C1)O)C1CC1)[N+](=O)[O-] trans-Ethyl 2-((6-bromo-3-nitropyridin-2-yl)(4-(cyclopropyl(2-hydroxyphenyl) amino)-cyclohexyl)amino)acetate